CN1C=NC=C1C1=NC(=CC(=N1)C(=O)NC=1C=NC(=CC1)C(F)(F)F)C1CC2(COC2)C1 2-(1-methyl-1H-imidazol-5-yl)-6-(2-oxaspiro[3.3]heptan-6-yl)-N-(6-(trifluoromethyl)pyridin-3-yl)pyrimidine-4-carboxamide